COC(C1CCN(CC1)N1C(C2=CC=CC=C2C=N1)=O)OC (4-(dimethoxymethyl)piperidin-1-yl)phthalazin-1(2H)-one